CC1=NC=CC=C1NC=1C=C2C3=C(C=NC2=CC1)C(C1=C3C=NC(=N1)C(F)(F)F)=O 2-((2-methylpyridin-3-yl)amino)-9-(trifluoromethyl)-7H-pyrimido[5',4':3,4]cyclopenta[1,2-c]quinolin-7-one